CN(C)C(=O)NNC(=O)C=1C=C(C(N(C1C)C1=CC(=CC=C1)C(F)(F)F)=O)C(=O)NCC1=CC=C(C=C1)S(=O)(=O)C 5-({2-[(N,N-dimethylamino)carbonyl]hydrazino}carbonyl)-6-methyl-N-[4-(methylsulfonyl)benzyl]-2-oxo-1-[3-(trifluoromethyl)phenyl]-1,2-dihydropyridine-3-carboxamide